3-[4-[4-(dimethoxymethyl)cyclohexoxy]-1-piperidyl]-2-nitro-aniline COC(C1CCC(CC1)OC1CCN(CC1)C=1C(=C(N)C=CC1)[N+](=O)[O-])OC